3-triazolecarboxylic acid N1=NN(C=C1)C(=O)O